FC1=CN(C=2N=C(N=CC21)NC2=CC(=C(C=C2)OC2CCN(CC2)C)C)CC2=CC=CC(=N2)P(C)(C)=O (6-((5-fluoro-2-((3-methyl-4-((1-methylpiperidin-4-yl)oxy)phenyl)amino)-7H-pyrrolo[2,3-d]pyrimidin-7-yl)methyl)pyridin-2-yl)dimethyl-Phosphine oxide